2,2-dimethyl-4-pentenic acid CC(C(=O)O)(CC=C)C